OCCOC=1C=CC(=C(C1)C(CC)=O)[N+](=O)[O-] 1-(5-(2-hydroxyethoxy)-2-nitrophenyl)propan-1-one